2,4,5-trimethyl-4,5-dihydrothiazolo[5,4-c][1,7]naphthyridin-6-amine CC=1SC=2C(N(C3=C(N=CC=C3C2N1)N)C)C